methyl 2,5-dioxo-2,5,6,7-tetrahydro-1H-cyclopenta[b]pyridine-3-carboxylate O=C1C(=CC2=C(N1)CCC2=O)C(=O)OC